FC(C=1C(=C(C=CC1)[C@@H](C)NC=1C2=C(N=C(N1)C)C=NC(=C2)P2(CCN(CC2)C(=O)C2(CC2)C#N)=O)F)F 1-{4-[4-({(1R)-1-[3-(difluoromethyl)-2-fluorophenyl]ethyl}amino)-2-methylpyrido[3,4-d]pyrimidin-6-yl]-4-oxo-1,4lambda5-azaphosphinane-1-carbonyl}cyclopropane-1-carbonitrile